NC1=NC=2C=CC(=CC2C2=C1C=NN2C)C(=O)N(C2CC2)CC2=CC=C(C=C2)Br 4-amino-N-(4-bromobenzyl)-N-cyclopropyl-1-methyl-1H-pyrazolo[4,3-c]quinoline-8-carboxamide